ClC=1C=CC2=C([C@@H](C[C@@H](O2)C(=O)NC23CC(C2)(C3)N3N=CC(=C3)N3C[C@@H](CC3)OC(F)(F)F)O)C1 (2R,4R)-6-chloro-4-hydroxy-N-(3-{4-[(3R)-3-(trifluoromethoxy)pyrrolidin-1-yl]-1H-pyrazol-1-yl}bicyclo[1.1.1]pentan-1-yl)-3,4-dihydro-2H-1-benzopyran-2-carboxamide